COC=1C=C(C(=O)N)C=CC1NCC#CC=1N(C2=CC=CC(=C2C1)NC1CCOCC1)CC(F)(F)F 3-methoxy-4-((3-(4-((tetrahydro-2H-pyran-4-yl)amino)-1-(2,2,2-trifluoroethyl)-1H-indol-2-yl)prop-2-yn-1-yl)amino)benzamide